FC(OC=1C=C(C=CC1)B1OC(C(O1)(C)C)(C)C)F 2-(3-(difluoromethoxy)phenyl)-4,4,5,5-tetramethyl-1,3,2-dioxaborolane